C1(=CC=C2C=CC3=CC=CC4=CC=C1C2=C34)C=NCCN=CC3=CC=C4C=CC2=CC=CC1=CC=C3C4=C21 N,N'-bis[pyren-1-ylmethylidene]ethane-1,2-diamine